tert-butyl (2R,3S,4S)-3-(acetyloxy)-4-[(tert-butoxycarbonyl)oxy]-2-{[4-(4-cyanothiophene-2-yl)phenyl]methyl}pyrrolidine-1-carboxylate C(C)(=O)O[C@H]1[C@H](N(C[C@@H]1OC(=O)OC(C)(C)C)C(=O)OC(C)(C)C)CC1=CC=C(C=C1)C=1SC=C(C1)C#N